CC/1(N(CC\C1=C/C#CC1=NC(=CC=C1)C)C(=O)OCCC)C propyl (3E)-2,2-dimethyl-3-[3-(6-methylpyridin-2-yl)prop-2-yn-1-ylidene]pyrrolidine-1-carboxylate